4-fluoro-N-methyl-5-piperazin-1-yl-pyridinecarboxamide FC1=CC(=NC=C1N1CCNCC1)C(=O)NC